COC1=C(C=CC=C1)C(F)(F)F 4-methoxy-3-(trifluoromethyl)benzene